3-hexanediol CCCC(CCO)O